FC1(CC1)C(=O)N[C@H](C(=O)N1[C@@H](C[C@H](C1)O)C(=O)NCC1=C(OCCCCCCCCCC(=O)OC(C)(C)C)C=C(C=C1)C1=C(N=CS1)C)C(C)(C)C tert-butyl 10-[2-({[(2S,4R)-1-[(2S)-2-[(1-fluorocyclopropyl)formamido]-3,3-dimethylbutanoyl]-4-hydroxypyrrolidin-2-yl]formamido}methyl)-5-(4-methyl-1,3-thiazol-5-yl)phenoxy]decanoate